(3-trifluoromethylphenyl)sulfonamide FC(C=1C=C(C=CC1)S(=O)(=O)N)(F)F